C1(CCC1)C1=CC(=NC=2N1N=C(C2)C(=O)O)C2=CC=CC=C2 7-cyclobutyl-5-phenylpyrazolo[1,5-a]pyrimidine-2-carboxylic acid